C(C=C)(=O)N1CCN(CC1)C1=NC=NC2=CC(=C(C=C12)Cl)N1C(C=C(C=C1)Cl)=O 1-(4-(4-acryloylpiperazin-1-yl)-6-chloroquinazolin-7-yl)-4-chloropyridin-2(1H)-one